4-(4-fluoro-2-methoxyphenyl)-2,4,7-trimethyloct-6-enal FC1=CC(=C(C=C1)C(CC(C=O)C)(CC=C(C)C)C)OC